6-(4-(6-(cyclopropyl((1S,5R)-2-fluoro-8-azabicyclo[3.2.1]octan-3-yl)amino)pyridazin-3-yl)-2-fluoro-5-hydroxyphenyl)-3-methylpyrimidin-4(3H)-one C1(CC1)N(C1=CC=C(N=N1)C1=CC(=C(C=C1O)C1=CC(N(C=N1)C)=O)F)C1C([C@@H]2CC[C@H](C1)N2)F